C(C)(=O)OC1=C2C(=CNC2=CC=C1)CCN(CC)CC 3-[2-(diethylamino) ethyl]-1H-indol-4-yl acetate